1-oxo-2,3-dihydro-1H-indene-2-carboxylic acid methyl ester COC(=O)C1C(C2=CC=CC=C2C1)=O